FC=1C=CC(=C(C1)NC(=O)C1=NC(=NC=C1)C1=C(C=CC=C1OC)F)N1[C@H](CNCC1)CO (R)-N-(5-fluoro-2-(2-(hydroxymethyl)piperazin-1-yl)phenyl)-2-(2-fluoro-6-methoxyphenyl)pyrimidine-4-carboxamide